C1=C(C=CC2=CC=CC=C12)C=1C=C2C=CC(=C(C2=CC1)C1=C(C=CC2=CC(=CC=C12)C1=CC2=CC=CC=C2C=C1)OCCO)OCCO 6,6'-bis-(2-naphthyl)-2,2'-bis-(2-hydroxyethoxy)-1,1'-binaphthyl